(S)-N-(4-(3-phenylisoxazolidin-2-yl)-5-(trifluoromethyl)pyrimidin-2-yl)-5,6,7,8-tetrahydro-1,6-naphthyridin-2-amine C1(=CC=CC=C1)[C@H]1N(OCC1)C1=NC(=NC=C1C(F)(F)F)NC1=NC=2CCNCC2C=C1